8-(naphthalen-1-ylmethyl)-6-oxo-2-pentyl-9-(3-(trifluoromethyl)phenyl)-3,4-dihydro-2H,6H-pyrido[1,2-e][1,2,5]thiadiazine-4-carboxylic acid 1,1-dioxide C1(=CC=CC2=CC=CC=C12)CC=1C(=C2N(C(CN(S2(=O)=O)CCCCC)C(=O)O)C(C1)=O)C1=CC(=CC=C1)C(F)(F)F